Ethyl (R,E)-3-(4-(2-(5-((4,6-difluoro-1H-indol-5-yl)oxy)-2-fluorophenyl)-1H-imidazol-4-yl)-4-methylchroman-8-yl)acrylate FC1=C2C=CNC2=CC(=C1OC=1C=CC(=C(C1)C=1NC=C(N1)[C@@]1(CCOC2=C(C=CC=C12)/C=C/C(=O)OCC)C)F)F